[Na+].[Na+].C(=O)(O)CCCCCN(C=1C=C2OC3=C(C(CC(C3=CC2=CC1)(C)C)=O)S(=O)(=O)[O-])CCCS(=O)(=O)[O-] 6-[5-carboxypentyl (3-sulfonatopropyl) amino]-1,1-dimethyl-3-oxo-2H-xanthene-4-sulfonate disodium salt